tert-butyl 9-(5-chloro-4-iodopyridin-2-yl)-3,9-diazaspiro[5.5]undecane-3-carboxylate ClC=1C(=CC(=NC1)N1CCC2(CCN(CC2)C(=O)OC(C)(C)C)CC1)I